methyl (4-((1-(5-(2-amino-5-chlorophenyl)pyridin-2-yl)-2-phenylethyl)carbamoyl)phenyl)carbamate NC1=C(C=C(C=C1)Cl)C=1C=CC(=NC1)C(CC1=CC=CC=C1)NC(=O)C1=CC=C(C=C1)NC(OC)=O